C(C)(C)C1C2(OC(C(O2)=O)C)CC(CC1)C 6-isopropyl-3,9-dimethyl-1,4-dioxaspiro[4.5]decane-2-one